4,7-dimethylbicyclo[3.2.1]-3-octen-6-one CC1=CCC2C(C(C1C2)=O)C